2-((2S,6r)-2,6-dimethyl-4-(2-(5-methyl-4-nitro-2-(prop-1-en-2-yl)phenoxy)ethyl)piperazin-1-yl)acetic acid tert-butyl ester C(C)(C)(C)OC(CN1[C@H](CN(C[C@H]1C)CCOC1=C(C=C(C(=C1)C)[N+](=O)[O-])C(=C)C)C)=O